The molecule is a carnitinium that is the conjugate acid of (S)-carnitine. It has a role as a human metabolite and a mouse metabolite. It is a conjugate acid of a (S)-carnitine. It is an enantiomer of a (R)-carnitinium. C[N+](C)(C)C[C@H](CC(=O)O)O